P(OC(CCCCCCCCC)CCCCCCCCC)(OC(CCCCCCCCC)CCCCCCCCC)OC(CCCCCCCCC)CCCCCCCCC tris(nonyldecyl) phosphite